ClC1=C(C[N+]2=C3N(C(C(=C2)C=2C(=NOC2C)C)=O)C=CC=C3)C=C(C=C1)Cl 1-(2,5-dichlorobenzyl)-3-(3,5-dimethylisoxazol-4-yl)-4-oxo-4H-pyrido[1,2-a]pyrimidinium